OC[C@@]1(N2C[C@@H]([C@@H](C1=O)CC2)C)COC (1R,2R,4S,5R)-2-(hydroxymethyl)-2-(methoxymethyl)-5-methyl-quinuclidin-3-one